4-bromo-N,N,5,6-tetramethyl-1H-benzo[d]imidazole-1-sulfonamide BrC1=C(C(=CC=2N(C=NC21)S(=O)(=O)N(C)C)C)C